C(C(C)C)NCC=1C=C(C(N(C1)C)=O)C(=O)NC1=CC(=CC=C1)C1(CC(C1)C)C1=NN=CN1C 5-((Isobutylamino)methyl)-1-methyl-N-(3-((1s,3s)-3-methyl-1-(4-methyl-4H-1,2,4-triazol-3-yl)cyclobutyl)phenyl)-2-oxo-1,2-dihydropyridine-3-carboxamide